BrCC1=NSC2=C1C=CC=C2 3-(bromomethyl)-1,2-benzothiazole